Tert-butyl (S)-4-(7-(2-amino-6-fluorophenyl)-2-methyl-8-oxo-6-(trifluoromethyl)-8H-pyrido[2,1-f][1,2,4]triazin-4-yl)-3-methylpiperazine-1-carboxylate NC1=C(C(=CC=C1)F)C1=C(C=C2C(=NC(=NN2C1=O)C)N1[C@H](CN(CC1)C(=O)OC(C)(C)C)C)C(F)(F)F